8-bromo-5-(methylthio)-7-phenylimidazo[1,2-c]pyrimidine BrC=1C=2N(C(=NC1C1=CC=CC=C1)SC)C=CN2